N-(3-(7-amino-1,6-naphthyridin-3-yl)-4-methylphenyl)-2-(1-fluorocyclopropyl)isonicotinamide NC1=NC=C2C=C(C=NC2=C1)C=1C=C(C=CC1C)NC(C1=CC(=NC=C1)C1(CC1)F)=O